ClC1=C(C=C(C=C1)Cl)N1CCN(CC1)CCCCCC1=C2CN(C(C2=CC=C1)=O)C1C(NC(CC1)=O)=O 3-(4-(5-(4-(2,5-dichlorophenyl)piperazin-1-yl)pentyl)-1-oxoisoindolin-2-yl)piperidine-2,6-dione